(R)-1-phenethyl methanesulfonate CS(=O)(=O)OCCC1=CC=CC=C1